FC(C=1C=CC=2N(N1)C(=CN2)C2=CC(=C(C#N)C=C2)F)F 4-(6-(difluoromethyl)imidazo[1,2-b]pyridazin-3-yl)-2-fluorobenzonitrile